(R)-(4-(4-chloropyrazolo[1,5-a]pyridin-2-yl)-6,7-dihydro-1H-imidazo[4,5-c]pyridin-5(4H)-yl)(3-(difluoromethyl)-1-methyl-1H-1,2,4-triazol-5-yl)methanone ClC=1C=2N(C=CC1)N=C(C2)[C@@H]2N(CCC1=C2N=CN1)C(=O)C1=NC(=NN1C)C(F)F